N-[2-[2-(3-amino-3-oxo-propyl)-2-(2-chloro-2-fluoro-acetyl)hydrazino]-1-[(3,3-difluorocyclobutyl)methyl]-2-oxo-ethyl]-2-methyl-oxazole-4-carboxamide NC(CCN(NC(C(CC1CC(C1)(F)F)NC(=O)C=1N=C(OC1)C)=O)C(C(F)Cl)=O)=O